C(CC1=CC=CC=C1)C=1OC2=C(C1)CCCC2 2-phenethyl-4,5,6,7-tetrahydrobenzofuran